Methyl 8-(4,4-dimethylcyclohexyl)-9-(4-((1-(3-fluoropropyl)pyrrolidin-3-yl)methyl)phenyl)-6,7-dihydro-5H-benzo[7]annulene-3-carboxylate CC1(CCC(CC1)C=1CCCC2=C(C1C1=CC=C(C=C1)CC1CN(CC1)CCCF)C=CC(=C2)C(=O)OC)C